CS(=O)(=O)C[C@@H]1[C@H](N(C1)C=1C=CC(=C2C=C(N=CC12)NC1=NC(=NC=C1)N1CCC(CC1)OC)C(C)C)C (3R,4R)-1-[4-({8-[(2R,3S)-3-(methanesulfonylmeth-yl)-2-methylazetidin-1-yl]-5-(propan-2-yl)isoquinolin-3-yl}amino)pyrimidin-2-yl]-4-methoxypiperidine